trans-N-(4-((5-fluoro-4-(3-(2-methoxypyridin-4-yl)phenyl)pyrimidin-2-yl)amino)cyclohexyl)acetamide FC=1C(=NC(=NC1)N[C@@H]1CC[C@H](CC1)NC(C)=O)C1=CC(=CC=C1)C1=CC(=NC=C1)OC